[N+](=O)([O-])C=1C=NN(C1)C[C@@H](C)O (R)-1-(4-nitro-1H-pyrazol-1-yl)propan-2-ol